3-(4-((3-phenethyl-3-(tetrahydrofuran-2-yl)pyrrolidin-1-yl)methyl)-1H-pyrazol-1-yl)pyridine C(CC1=CC=CC=C1)C1(CN(CC1)CC=1C=NN(C1)C=1C=NC=CC1)C1OCCC1